FC(C(=O)O)(F)F.FC(C(=O)O)(F)F trifluoroacetic acid, trifluoroacetate salt